lithium lanthanum platinum lithium [Li].[Pt].[La].[Li]